methyl (E,E)-2-[2-[5,6-dimethylpyrazin-2-ylmethyloximinomethyl]phenyl]-3-methoxyacrylate CC=1N=CC(=NC1C)C\C(\C1=C(C=CC=C1)/C(/C(=O)OC)=C\OC)=N/O